C(=O)(OCC1C2=CC=CC=C2C2=CC=CC=C12)NC(CC(=O)O)CC(=O)O 3-(FMOC-amino)pentanedioic acid